2,5-Diazaspiro[3.4]octan-6-one TFA salt OC(=O)C(F)(F)F.C1NCC12NC(CC2)=O